COCCC1CCN(CC1)C1=CC(=NC=C1)NC=1SC2=NC(=CC=C2N1)C1=CC=NC=C1 N-(4-(4-(2-methoxy-ethyl)piperidin-1-yl)-pyridin-2-yl)-5-(pyridin-4-yl)thiazolo[5,4-b]-pyridin-2-amine